Nα-lauroyl-L-aspartic acid C(CCCCCCCCCCC)(=O)N[C@@H](CC(=O)O)C(=O)O